OC(CCC)CCCCCCC 4-hydroxyundecane